C(C1=CC=CC=C1)N1C(=NC2=C(C1=O)C=NN2C)SCC2=CC(=CC=C2)F 5-benzyl-6-((3-fluorobenzyl)thio)-1-methyl-1H-pyrazolo[3,4-d]pyrimidin-4(5H)-one